COCCN(CC[C@@H](C(=O)O)NC1=CC=NC2=CC=CC=C12)CCCCC1=NC=2NCCCC2C=C1 (S)-4-((2-methoxyethyl)(4-(5,6,7,8-tetrahydro-1,8-naphthyridin-2-yl)butyl)amino)-2-(quinolin-4-ylamino)butanoic acid